1-methyl-4-phenyl-triazole CN1C=C(N=N1)C2=CC=CC=C2